C(CCC)NCCCC 4-n-Butylaminobutan